C(=O)(OCCC(C)OC)OOC(=O)OCCC(C)OC Di(3-methoxybutyl) peroxydicarbonate